9-(6-(Diphenylsilyl)hexyl)-9H-carbazole C1(=CC=CC=C1)[SiH](CCCCCCN1C2=CC=CC=C2C=2C=CC=CC12)C1=CC=CC=C1